1-(9Z,12Z,15Z-octadecatrienoyl)-2-(6Z,9Z,12Z-octadecatrienoyl)-glycero-3-phosphocholine CCCCC/C=C\C/C=C\C/C=C\CCCCC(=O)O[C@H](COC(=O)CCCCCCC/C=C\C/C=C\C/C=C\CC)COP(=O)([O-])OCC[N+](C)(C)C